N1(CCOCC1)C(=O)N[C@H](C(=O)OCC)CCCCCCCC1=NC=2NCCCC2C=C1 ethyl (S)-2-(morpholine-4-carboxamido)-9-(5,6,7,8-tetrahydro-1,8-naphthyridin-2-yl)nonanoate